α,α-dimethyl-isopropenyl-benzyl isocyanate CC(C1=C(C=CC=C1)C(=C)C)(C)N=C=O